NC=1C(=NC(=CN1)C1=CC(=C2CCN(CC2=C1)C)C)N1N=CC(=C1)C(=O)N(C)CCOC 1-(3-amino-6-(2,5-dimethyl-1,2,3,4-tetrahydroisoquinolin-7-yl)pyrazin-2-yl)-N-(2-methoxyethyl)-N-methyl-1H-pyrazole-4-carboxamide